C1(CC1)N1N=CC=2C=NC(=CC21)C(=O)O 1-cyclopropyl-1H-pyrazolo[4,3-c]pyridine-6-carboxylic acid